6-(2-(3'-chloro-[1,1'-biphenyl]-3-yl)-2-hydroxyacetyl)-2-(1-phenylcyclopropyl)-3,5,6,7,8,9-hexahydro-4H-pyrimido[5,4-c]azepin-4-one ClC=1C=C(C=CC1)C1=CC(=CC=C1)C(C(=O)N1CC2=C(CCC1)N=C(NC2=O)C2(CC2)C2=CC=CC=C2)O